N1(CCNCC1)C1=CC=C(C=C1)C=1C=NC=2N(C1)N=CC2C2=CC=NC1=CC=CC=C21 4-[6-(4-piperazine-1-ylphenyl)pyrazolo[1,5-a]pyrimidin-3-yl]quinoline